C(C1=CC=CC=C1)(C1=CC=CC=C1)N1CCC(CC1)CC1=CC=C(C=C1)CN (4-((1-benzhydrylpiperidin-4-yl)methyl)phenyl)methanamine